7-(methoxymethyl)-N-methyl-thieno[3,2-d]Pyrimidin-4-amine COCC1=CSC2=C1N=CN=C2NC